3-(3-fluorophenyl)-1H-pyrazol-5-amine FC=1C=C(C=CC1)C1=NNC(=C1)N